N-([1,1'-biphenyl]-4-yl)-3-((3-cyanoquinolin-2-yl)thio)propionamide C1(=CC=C(C=C1)NC(CCSC1=NC2=CC=CC=C2C=C1C#N)=O)C1=CC=CC=C1